(fluoro(2-(((3S,6S,9aS)-3-(3-(7-fluoroquinolin-6-yl)azetidine-1-carbonyl)-5-oxooctahydro-1H-pyrrolo[1,2-a]azepin-6-yl)carbamoyl)benzo[b]thiophen-5-yl)methyl)phosphonic acid FC(C1=CC2=C(SC(=C2)C(N[C@H]2CCC[C@@H]3N(C2=O)[C@@H](CC3)C(=O)N3CC(C3)C=3C=C2C=CC=NC2=CC3F)=O)C=C1)P(O)(O)=O